4-(1-cyclohexenyl)aniline C1(=CCCCC1)C1=CC=C(N)C=C1